FC(C(COC(C(F)F)(F)F)(F)F)F 1,1,2,2-Tetrafluoro-3-(1,1,2,2-tetrafluoroethoxy)propane